C(C)OC(=C)C=1N=C(N(C1)COCC[Si](C)(C)C)C(F)(F)F 2-[[4-(1-ethoxyvinyl)-2-(trifluoromethyl)imidazol-1-yl]methoxy]ethyl-trimethyl-silane